C(C)(C)(C)OC(=O)N1CCN(CC1)C(C1=CC(=C(C=C1)B1OC(C(O1)(C)C)(C)C)F)=O.FC1(CCNCC1)F difluoropiperidine tert-butyl-4-(3-fluoro-4-(4,4,5,5-tetramethyl-1,3,2-dioxaborolan-2-yl)benzoyl)piperazine-1-carboxylate